C(=O)[C@@H]1N(CC2=CC=CC(=C2C1)N1CCOCC1)C(=O)OC(C)(C)C tert-butyl (R)-3-formyl-5-morpholino-3,4-dihydroisoquinoline-2(1H)-carboxylate